(R)-6-((4-Cyclopropoxypyrimidin-5-yl)Methyl)-N-(3-((3-(Dimethylamino)Pyrrolidin-1-yl)Methyl)-5-(Trifluoromethyl)Phenyl)-4,5,6,7-Tetrahydrothieno[2,3-c]Pyridin-3-Carboxamid C1(CC1)OC1=NC=NC=C1CN1CC2=C(CC1)C(=CS2)C(=O)NC2=CC(=CC(=C2)C(F)(F)F)CN2C[C@@H](CC2)N(C)C